C(C)(C)(C)OC(=O)NNC1CC(C1)(C)O 2-((1s,3s)-3-hydroxy-3-methylcyclobutyl)hydrazine-1-carboxylic acid tert-butyl ester